CN(C1=CC=C(C(=O)NC2CCC(CC2)NC2=CC=CC=3N2C=C(N3)C(F)(F)F)C=C1)C 4-(dimethylamino)-N-[(1s,4s)-4-{[2-(trifluoromethyl)imidazo[1,2-a]pyridin-5-yl]amino}cyclohexyl]benzamide